CCOC1=CC=C(C=C1)C(=O)Cl p-ethoxybenzoyl chloride